O=C1C2(C=3C(=NC=CC3)N1CC(=O)OC(C)(C)C)CC(C2)=O tert-butyl 2-(2',3-dioxospiro[cyclobutane-1,3'-pyrrolo[2,3-b]pyridin]-1'(2'H)-yl)acetate